(Z,Z,E)-7,11,13-Hexadecatrienal C(CCCCC\C=C/CC\C=C/C=C/CC)=O